FC(C1=CC=C(C=C1)C1NC2=CC=CC=C2C(N1)=O)(F)F 2-(4-trifluoromethylphenyl)-2,3-dihydroquinazolin-4(1H)-one